C(CCCCCCC(CC(=O)[O-])O)CCCCCCO The molecule is a hydroxy fatty acid anion that is the conjugate base of 3,16-dihydroxyhexadecanoic acid, arising from deprotonation of the carboxy group; major species at pH 7.3. It is a hydroxy fatty acid anion and a long-chain fatty acid anion. It derives from a hexadecanoate. It is a conjugate base of a 3,16-dihydroxyhexadecanoic acid.